(R)-N-(3,3-difluoro-1-methylcyclobutyl)-3-(3-(1-hydroxycyclobutyl)phenyl)-1-isopropyl-4,5,6,7-tetrahydro-1H-indazole-6-carboxamide FC1(CC(C1)(C)NC(=O)[C@@H]1CCC=2C(=NN(C2C1)C(C)C)C1=CC(=CC=C1)C1(CCC1)O)F